C(CCCCCCCCCCCCCCCCC)C=1C(=C(C=CC1N)N)CCCCCCCCCCCCCCCCCC dioctadecylbenzene-1,4-diamine